2-[4-(1,3-dioxo-2-isoindolinyl)phenyl]-butyric acid O=C1N(C(C2=CC=CC=C12)=O)C1=CC=C(C=C1)C(C(=O)O)CC